Cl.ClC=1C=C(C=CC1F)NCC1=CC=C(C=C1)Cl (3-chloro-4-fluorophenyl)(4-chlorophenyl)methylamine HCl